[Si](C)(C)(C(C)(C)C)OC1=CC(O[Si](C)(C)C(C)(C)C)=CC(=C1)CCCCC Di-O-tert-butyldimethylsilyl-5-pentylresorcinol